C(C)(C)(C)OC(=O)N1CC(C1)(C)[C@](C1=CC=C(C=C1)C(C)C)(C=1C=NC(=C(C1)C(NO)=N)C)O 3-[(R)-hydroxy-[5-(N-hydroxycarbamimidoyl)-6-methyl-pyridin-3-yl]-(4-isopropyl-phenyl)-methyl]-3-methyl-azetidine-1-carboxylic acid tert-butyl ester